ethyl 2-(2-((5-(3-(aminomethyl)phenyl)-7-((pyridin-3-ylmethyl)amino)benzofuran-3-yl)methoxy)phenyl)acetate NCC=1C=C(C=CC1)C=1C=C(C2=C(C(=CO2)COC2=C(C=CC=C2)CC(=O)OCC)C1)NCC=1C=NC=CC1